2'-ethoxy-5-((R)-4-(6-ethoxy-2-(trifluoromethyl)-nicotinoyl)-2-ethylpiperazin-1-yl)[2,3'-bipyridin] C(C)OC1=NC=CC=C1C1=NC=C(C=C1)N1[C@@H](CN(CC1)C(C1=C(N=C(C=C1)OCC)C(F)(F)F)=O)CC